2-(2-chloro-4-fluorophenyl)-N-(4-(((1-(difluoromethyl)-1H-pyrazol-3-yl)oxy)methyl)-3-sulfamoylphenyl)acetamide Tert-butyl-(1R,3R,5R)-3-cyano-2-azabicyclo[3.1.0]hexane-2-carboxylate C(C)(C)(C)OC(=O)N1[C@@H]2C[C@@H]2C[C@@H]1C#N.ClC1=C(C=CC(=C1)F)CC(=O)NC1=CC(=C(C=C1)COC1=NN(C=C1)C(F)F)S(N)(=O)=O